(3S)-N-(3-[2-[(2R)-2-hydroxypropoxy]-6-[2-oxa-6-azaspiro[3.3]heptan-6-yl]pyridin-4-yl]-4-methylphenyl)-3-(2,2,2-trifluoroethyl)pyrrolidine-1-carboxamide O[C@@H](COC1=NC(=CC(=C1)C=1C=C(C=CC1C)NC(=O)N1C[C@@H](CC1)CC(F)(F)F)N1CC2(COC2)C1)C